1,3,5,7-tetrakis(α-hydroxyisopropyl)naphthalene OC(C)(C)C1=CC(=CC2=C(C=C(C=C12)C(C)(C)O)C(C)(C)O)C(C)(C)O